N-[2-(3-bromo-2-pyridyl)-2-(1-methylpyrazol-4-yl)propyl]-5-(2,4-difluorophenyl)isoxazole-3-carboxamide BrC=1C(=NC=CC1)C(CNC(=O)C1=NOC(=C1)C1=C(C=C(C=C1)F)F)(C)C=1C=NN(C1)C